BrC1CCN(CC1)C(=O)C=1SC=CC1 (4-bromopiperidin-1-yl)(thiophen-2-yl)methanone